O1COC2=C1C=CC=C2C2=NC1=C(N2)C=CC(=C1)N 2-(Benzo[d][1,3]dioxol-4-yl)-1H-benzo[d]imidazol-5-amine